6-(1H-benzo[d][1,2,3]triazol-6-yl)-N-methyl-N-(piperidin-4-yl)quinazolin-2-amine N1N=NC2=C1C=C(C=C2)C=2C=C1C=NC(=NC1=CC2)N(C2CCNCC2)C